methyl-5-methyl-1-(4-methyl-6-oxo-1,6-dihydropyrimidin-2-yl)-1H-pyrazole-4-carboxylate COC(=O)C=1C=NN(C1C)C=1NC(C=C(N1)C)=O